8-bromo-9-fluoroimidazo[1,5-a]quinoxaline-4(5H)-one BrC1=CC=C2NC(C=3N(C2=C1F)C=NC3)=O